C1(=CC=CC=C1)C(C1=CC=CC=C1)=NC=1C=C2CC(CC2=CC1)(C=1N=C2N(C=CC=C2)C1)N1CC2(CC2)CNC1=O 5-(5-((diphenylmethylene)amino)-2-(imidazo[1,2-a]pyridin-2-yl)-2,3-dihydro-1H-inden-2-yl)-5,7-diazaspiro[2.5]octan-6-one